FC1=C(C=C(C(=C1)NC1=NC=C(C(=N1)NC)C(F)(F)F)OC)C(CC(=O)OCC)C[N+](=O)[O-] Ethyl 3-(2-fluoro-5-methoxy-4-((4-(methylamino)-5-(trifluoromethyl) pyrimidin-2-yl) amino) phenyl)-4-nitrobutanoate